FC(OC=1C=C(C(=O)O)C=C(C1)S(=O)(=O)C)F 3-(difluoromethoxy)-5-(methylsulfonyl)benzoic acid